2-Methyl-5-(3,4-dichlorophenyl)-N-(3-(2-oxopropyl)-1,2,4-thiadiazol-5-yl)furan-3-Formamide CC=1OC(=CC1C(=O)NC1=NC(=NS1)CC(C)=O)C1=CC(=C(C=C1)Cl)Cl